C(CCCCCCC\C=C/CCCCCCCC)(=O)OCCN1C(N(CC1)CCO)CCCCCCC\C=C/CCCCCCCC 1-{2-[9(Z)-octadecenoyloxy]ethyl}-2-[8(Z)-heptadecenyl]-3-(2-hydroxyethyl)imidazoline